(S)-(4-(6-fluorobenzo[d]oxazol-2-yl)-6,7-dihydro-1H-imidazo[4,5-c]pyridin-5(4H)-yl)(2-(2-hydroxypropan-2-yl)-4-(trifluoromethyl)oxazol-5-yl)methanone FC1=CC2=C(N=C(O2)[C@H]2N(CCC3=C2N=CN3)C(=O)C3=C(N=C(O3)C(C)(C)O)C(F)(F)F)C=C1